N(=C=O)C(C)(C)C1=CC=C(C=C1)C(C)(C)N=C=O 1,4-bis(α-isocyanatoisopropyl)benzene